C(C=C)[N-]CC=C N,N-Diallylamid